FC(C)(F)C1=NN(C(=C1C)C(=O)NC1=CC(=NC=C1)S(N)(=O)=O)CC1(OCC1)C 3-(1,1-difluoroethyl)-4-methyl-1-((2-methyloxetan-2-yl)methyl)-N-(2-sulfamoylpyridin-4-yl)-1H-pyrazole-5-carboxamide